C(C)(C)(C)NC(C1=CC(=CC=C1)NC(CC1=C(C=C(C=C1)C(F)(F)F)O)=O)=O N-tert-butyl-3-[[2-[2-hydroxy-4-(trifluoromethyl)phenyl]acetyl]amino]benzamide